C12C3CCCCC3OCCCCN3CCC4(C3COC(CC1)CC2)NCCOC4 8',19'-dioxa-13'-azaspiro[morpholine-3,16'-tetracyclo[18.2.2.02,7.013,17]tetracosane]